2-[(2-{4-[2-(dimethylamino)ethoxy]pyridin-2-yl}-5H,6H,7H-cyclopenta[d]pyrimidin-4-yl)(methyl)amino]-N-[(3R)-oxolan-3-yl]acetamide CN(CCOC1=CC(=NC=C1)C=1N=C(C2=C(N1)CCC2)N(CC(=O)N[C@H]2COCC2)C)C